(5-(1-((Benzyloxy)methyl)-2-oxabicyclo[2.2.2]octan-4-yl)-1H-pyrazol-3-yl)methanol C(C1=CC=CC=C1)OCC12OCC(CC1)(CC2)C2=CC(=NN2)CO